BrC1=CN=C(S1)N1CC(C1)O 1-(5-bromothiazol-2-yl)azetidin-3-ol